BrC=1C=C(C=C(C1)NC1=NC(=NC=C1C1=CC(=C(C=C1)OC(F)F)F)NC=1C=NN(C1)C)NC(C=C)=O N-(3-bromo-5-((5-(4-(difluoromethoxy)-3-fluorophenyl)-2-((1-methyl-1H-pyrazol-4-yl)amino)pyrimidin-4-yl)amino)phenyl)acrylamide